(S)-N-(3-(2-amino-[1,2,4]triazolo[1,5-a]pyridin-7-yl)-6-ethyl-2-fluorophenyl)-3-phenylisoxazolidine-2-carboxamide NC1=NN2C(C=C(C=C2)C=2C(=C(C(=CC2)CC)NC(=O)N2OCC[C@H]2C2=CC=CC=C2)F)=N1